BrC1=CC=C(OCCN(C(OC(C)(C)C)=O)C)C=C1 tert-butyl (2-(4-bromophenoxy)ethyl)(methyl)carbamate